OC(CC1=C(C=C(C=C1C(=O)N)O)C(=O)N)CO (2,3-dihydroxypropyl)-5-hydroxy-1,3-benzenedicarboxamide